8-(4-chloro-2-fluoro-phenyl)-2,3-dimethyl-6-(7-methyl-2,6-dioxa-9-azaspiro[4.5]decan-9-yl)pyrimido[5,4-d]pyrimidin-4-one ClC1=CC(=C(C=C1)C1=NC(=NC2=C1N=C(N(C2=O)C)C)N2CC(OC1(CCOC1)C2)C)F